4-[3-(7-chloro-3,4-dihydro-2H-1,4-benzothiazin-6-yl)-1,4-oxazepan-4-yl]-6-methyl-pyrimidin-2-amine ClC1=CC2=C(NCCS2)C=C1C1COCCCN1C1=NC(=NC(=C1)C)N